Potassium Pyridine-2-ylacetate N1=C(C=CC=C1)CC(=O)[O-].[K+]